N'-[4-(2-cyanophenoxy)-2-methyl-5-(trifluoromethyl)phenyl]-N-ethyl-N-methyl-formamidine C(#N)C1=C(OC2=CC(=C(C=C2C(F)(F)F)N=CN(C)CC)C)C=CC=C1